5-chloro-2-fluoro-4-(((tetrahydrofuran-2-yl)methyl)amino)-N-(thiazol-2-yl)benzenesulfonamide ClC=1C(=CC(=C(C1)S(=O)(=O)NC=1SC=CN1)F)NCC1OCCC1